3-(1,4-dioxa-8-azaspiro[4.5]decan-8-yl)thiophene-2-carbaldehyde O1CCOC12CCN(CC2)C2=C(SC=C2)C=O